eicosenyl eicosenoate CCCCCCCCCCCCCCCCCC/C=C/OC(=O)/C=C/CCCCCCCCCCCCCCCCC